F[P-](F)(F)(F)(F)F.[Br-].N1(CCCC1)[PH+](N1CCCC1)N1CCCC1.N1(CCCC1)[PH+](N1CCCC1)N1CCCC1 (tripyrrolidin-1-yl)phosphonium bromide hexafluorophosphate